8-[2-(8-oxooctoxy)-3-[2-[2-[2-(2-trityloxyethoxy)ethoxy]ethoxy]ethoxy]propoxy]octanoic acid O=CCCCCCCCOC(COCCCCCCCC(=O)O)COCCOCCOCCOCCOC(C1=CC=CC=C1)(C1=CC=CC=C1)C1=CC=CC=C1